COC=1C=C(CCOC2=NC(=CC(=N2)N2CCOCC2)N2N=C(C=C2)C=2C=C(C=CC2)C)C=CC1OC 4-(2-(3,4-dimethoxy-phenethoxy)-6-(3-(m-tolyl)-1H-pyrazol-1-yl)pyrimidin-4-yl)morpholine